(6S,7S)-7-amino-6-((2,3'-difluoro-[1,1'-biphenyl]-3-yl)methyl)-5-azaspiro[2.4]heptane-5-carboxylic acid tert-butyl ester C(C)(C)(C)OC(=O)N1CC2(CC2)[C@@H]([C@@H]1CC=1C(=C(C=CC1)C1=CC(=CC=C1)F)F)N